BrC1=C2CC[C@@H](C2=CC=C1)OC1=CC=C(C(=N1)OC)C#N 6-[(1S)-4-bromoindan-1-yl]oxy-2-methoxy-pyridine-3-carbonitrile